C(CCC)C1=CC=C(C=C1)C1(CC=C(C=C1)C1=CC=C(NC2=CC=C(C=C2)CCCC)C=C1)N 4,N'-bis(4-butylphenyl)benzidine